NCCC1OC=CN1CC1=NC=CC=C1Cl 2-(2-aminoethyl)-N-[(3-chloropyridin-2-yl)methyl]-1,3-oxazole